CN1N=C(C(=C1)C1=C2CCNC(C2=CC(=C1)C(=O)OC)=O)C(F)(F)F methyl 5-(1-methyl-3-(trifluoromethyl)-1H-pyrazol-4-yl)-1-oxo-1,2,3,4-tetrahydroisoquinoline-7-carboxylate